COC=1C=C2C=CN=C(C2=CC1)C=1C=C2CN(C(C2=CC1)=O)C1C(NC(CC1)=O)=O 3-[5-(6-methoxyisoquinolin-1-yl)-1-oxo-2,3-dihydro-1H-isoindol-2-yl]piperidine-2,6-dione